F[C@H](CC)C=1N=C2N(N1)CCC2 2-[(1R)-1-fluoropropyl]-6,7-dihydro-5H-pyrrolo[1,2-b][1,2,4]triazole